2-(3-(5-(1,3-dioxan-2-yl)-6-methoxypyridin-3-yl)-4,4-difluoropiperidin-1-yl)-N-(5-(4-fluorophenoxy)pyridin-2-yl)propionamide O1C(OCCC1)C=1C=C(C=NC1OC)C1CN(CCC1(F)F)C(C(=O)NC1=NC=C(C=C1)OC1=CC=C(C=C1)F)C